4-Cyclopropyl-1-(3-(2,4-difluoro-3-hydroxy-5-(trifluoromethyl)phenyl)-1-methyl-1H-pyrazolo[3,4-d]pyrimidin-6-yl)piperidin-4-ol C1(CC1)C1(CCN(CC1)C1=NC=C2C(=N1)N(N=C2C2=C(C(=C(C(=C2)C(F)(F)F)F)O)F)C)O